3-(1-methylimidazol-4-yl)benzenesulfonamide CN1C=NC(=C1)C=1C=C(C=CC1)S(=O)(=O)N